ClC1=NNC=C1NC1=NC=C2C(=N1)N(C(N(C2)C2=CC=CC=C2)=O)C=2C=C(C=CC2)NC(OC(C)(C)C)=O tert-butyl (3-(7-((3-chloro-1H-pyrazol-4-yl)amino)-2-oxo-3-phenyl-3,4-dihydropyrimido[4,5-d]pyrimidin-1(2H)-yl)phenyl)carbamate